C(C)(=O)C1=C(C=C(C=C1)Cl)C1=CC(N(C=C1OC)C(C(=O)O)CCOC)=O 2-(4-(2-acetyl-5-chlorophenyl)-5-methoxy-2-oxopyridin-1(2H)-yl)-4-methoxybutanoic acid